O=CC=CC(=O)[O-] 4-oxobut-2-enoate